(S)-8-(cyclopentylsulfonyl)-3-(2-(4-(p-tolyl)piperazin-1-yl)ethyl)-2-oxa-8-azaspiro[4.5]decan-1-one C1(CCCC1)S(=O)(=O)N1CCC2(C[C@H](OC2=O)CCN2CCN(CC2)C2=CC=C(C=C2)C)CC1